C[N+]1=CC=C(C=C1)\C=C\C1=CC=C(C=C1)\C=C\C=1N(C2=CC=CC=C2C1)C1=NC=CC=C1 methyl-4-((E)-4-((E)-2-(1-(pyridin-2-yl)-1H-indol-2-yl)vinyl)styryl)pyridin-1-ium